(1S,3R)-1-(5-Bromo-4-fluorothiophen-2-yl)-2-(2-fluoro-2-methylpropyl)-3-methyl-2,3,4,9-tetrahydro-1H-pyrido[3,4-b]indole BrC1=C(C=C(S1)[C@H]1N([C@@H](CC2=C1NC1=CC=CC=C21)C)CC(C)(C)F)F